BrC1=C(N=C(C=2N1N=CC2F)N2CCC1(CC2)[C@@H](C=2C(=NC=CC2)C1)N[S@](=O)C(C)(C)C)C (R)-N-[(5S)-1'-(7-bromo-3-fluoro-6-methyl-pyrazolo[1,5-a]pyrazin-4-yl)spiro[5,7-dihydrocyclopenta[b]pyridine-6,4'-piperidine]-5-yl]-2-methyl-propane-2-sulfinamide